N-((3-fluoro-5-methyl-4-(pyrimidin-2-yloxy)phenyl)carbamoyl)-3-methoxybicyclo[1.1.1]pentane-1-carboxamide FC=1C=C(C=C(C1OC1=NC=CC=N1)C)NC(=O)NC(=O)C12CC(C1)(C2)OC